ClC=1C(=CC2=C(C(N3[C@@H](CO2)C[C@H](C3)O)=O)C1OCC(F)(F)F)C (2R,11aR)-7-chloro-2-hydroxy-8-methyl-6-(2,2,2-trifluoroethoxy)-2,3,11,11a-tetrahydro-1H,5H-Benzo[f]pyrrolo[2,1-c][1,4]oxazepin-5-one